dimethyl-N'-(2-(3-trifluoromethoxyphenyl)-4-(4-methoxyphenyl) thiazol-5-yl-methyl) ethylenediamine tert-butyl (R)-2-(cyanomethyl)piperazine-1-carboxylate C(#N)C[C@H]1N(CCNC1)C(=O)OC(C)(C)C.CN(CCNCC1=C(N=C(S1)C1=CC(=CC=C1)OC(F)(F)F)C1=CC=C(C=C1)OC)C